C(C)(C)(C)OC(N[C@H](C(=O)NCCC1=CC=C(C=C1)C1=CC(=C(C=C1)Cl)Cl)CCC)=O (S)-(1-((2-(3',4'-dichloro-[1,1'-biphenyl]-4-yl)ethyl)amino)-1-oxopent-2-yl)carbamic acid tert-butyl ester